OC1=NC=2C=CC(=CC2C2=C1CCC2)C(=O)OC methyl 4-hydroxy-2,3-dihydro-1H-cyclopenta[c]quinoline-8-carboxylate